C(C)(=O)C1C(=CN(S1)C)C 5-acetyl-2,4-dimethyl-thiazoleN